2-chloro-1-(7-oxa-2-azaspiro[3.5]nonan-2-yl)ethan-1-one ClCC(=O)N1CC2(C1)CCOCC2